potassium cyanomethyl-3,5-dimethyl-1H-pyrazole C(#N)CN1N=C(C=C1C)C.[K]